FC=1C(=NC=CC1C1=CC=2C(N(CC3(C2N1)CCCC3)C(=O)OC(C)(C)C)=O)O tert-butyl 2'-(3-fluoro-2-hydroxypyridin-4-yl)-4'-oxo-1',4'-dihydrospiro[cyclopentane-1,7'-pyrrolo[3,2-c]pyridine]-5'(6'H)-carboxylate